1-acetyl-N-(3-methoxyphenyl)-2-vinylcyclopropane-1-carboxamide C(C)(=O)C1(C(C1)C=C)C(=O)NC1=CC(=CC=C1)OC